N-{3-[(3-oxo-1-phenyl-2,6,9,12-tetraoxatetradec-14-yl)oxy]benzoyl}glycine O=C(OCC1=CC=CC=C1)CCOCCOCCOCCOC=1C=C(C(=O)NCC(=O)O)C=CC1